2-(2,6-dimethylpyrimidin-4-yl)-6-[3-methyl-1-(oxetan-3-yl)-1H-pyrazolo[3,4-d]pyrimidin-6-yl]-2,6-diazaspiro[3.4]octane CC1=NC(=CC(=N1)N1CC2(C1)CN(CC2)C2=NC=C1C(=N2)N(N=C1C)C1COC1)C